1,5,6,10b-tetrahydropyrrolo[2,1-a]isoquinolin-3(2H)-one C1CC(N2C1C1=CC=CC=C1CC2)=O